N=S(=O)CC1=CC(=CC=C1)OC1=CC=NC2=CC(=CC=C12)OC imino({3-[(7-methoxyquinolin-4-yl)oxy]phenyl})methyl-λ6-sulfanone